3-cyclobutylpropiolic acid C1(CCC1)C#CC(=O)O